O1CCN(CC1)C1OC(C=C1C1=NC=CC=N1)=O 2-morpholino-3-pyrimidin-2-yl-2H-furan-5-one